CC(C)(COP(=O)(O)OP(=O)(O)OC[C@@H]1[C@H]([C@H]([C@@H](O1)N2C=NC3=C(N=CN=C32)N)O)OP(=O)(O)O)[C@H](C(=O)NCCC(=O)NCCSC(=O)C[C@@H](C(=O)O)O)O The molecule is a 3-hydroxyacyl-CoA that results from the formal condensation of the thiol group of coenzyme A with the 3-carboxy group of (3S)-3-carboxy-3-hydroxypropanoic acid. It derives from a (S)-malic acid and a butyryl-CoA. It is a conjugate acid of a (3S)-3-carboxy-3-hydroxypropanoyl-CoA(5-).